2-(3-(6-bromopyrazin-2-yl)-7-methoxyimidazo[1,2-a]pyridin-6-yl)-1,1,1-trifluoropropan-2-ol BrC1=CN=CC(=N1)C1=CN=C2N1C=C(C(=C2)OC)C(C(F)(F)F)(C)O